2-[(4-{6-[(4-cyano-2-fluorophenyl)methoxy]pyridin-2-yl}piperidin-1-yl)methyl]-1-{[(2S)-oxetan-2-yl]methyl}-1H-1,3-benzodiazole-6-carboxylic acid C(#N)C1=CC(=C(C=C1)COC1=CC=CC(=N1)C1CCN(CC1)CC1=NC2=C(N1C[C@H]1OCC1)C=C(C=C2)C(=O)O)F